OC[C@@H](C1=CC=CC=C1)NC=1NC(/C(/N1)=C/C=1C=C2N=CC=NC2=CC1)=O (4Z)-2-[[(1R)-2-hydroxy-1-phenyl-ethyl]amino]-4-(quinoxalin-6-ylmethylene)-1H-imidazol-5-one